2-(3-sec-butyl-5-t-butyl-2-hydroxyphenyl)-2H-benzotriazole C(C)(CC)C=1C(=C(C=C(C1)C(C)(C)C)N1N=C2C(=N1)C=CC=C2)O